Cl.N1C(=CC=2C=NC=CC21)CC(C(=O)N)N2C(=NC=C(C2=O)NCCN)C2=CC=CC=C2 ((1H-pyrrolo[3,2-c]pyridin-2-yl)methyl)-2-(5-((2-aminoethyl)amino)-6-oxo-2-phenylpyrimidin-1(6H)-yl)acetamide hydrochloride